ClC=1N=C(C2=C(N1)C(=C(N=C2)Cl)F)N2CC(CCC2)CC#N 2-(1-(2,7-Dichloro-8-fluoropyrido[4,3-d]pyrimidin-4-yl)piperidin-3-yl)acetonitrile